di-n-butyl (2-n-pentylhexylidene)malonate C(CCCC)C(C=C(C(=O)OCCCC)C(=O)OCCCC)CCCC